(S)-1-((S)-3-(4-bromothiazol-2-yl)-2-((tert-butyloxycarbonyl)amino)propionyl)hexahydropyridazine-3-carboxylic acid methyl ester COC(=O)[C@H]1NN(CCC1)C([C@H](CC=1SC=C(N1)Br)NC(=O)OC(C)(C)C)=O